4-oxo-1-phenyl-1,3,8-triazaspiro[4.5]decane O=C1NCN(C12CCNCC2)C2=CC=CC=C2